OCCCCOC1OCCC1 2-(4-hydroxy-butoxy)tetrahydrofuran